N-(2-(1H-imidazol-5-yl)ethyl)-4-(tert-butyl)aniline N1C=NC=C1CCNC1=CC=C(C=C1)C(C)(C)C